C(C)OC(CCC(F)(F)C1=CC=C(C=C1)Br)=O 4-(4-bromo-phenyl)-4,4-difluoro-butyric acid ethyl ester